CC1=CC(OC2=C(C=C(C=C12)[C-]1C=CC=C1)C1=C(C=CC=C1)Cl)=O.[CH-]1C=CC=C1.[Fe+2] 4-methyl-6-ferrocenyl-8-(2-chlorophenyl)coumarin